C(C)[C@]1(C2=C(NC=3N=CC=CC13)CC(CC2=O)(C)C)C2=CC(=CC=C2)C=2C=NN(C2)C (S)-5-ethyl-8,8-dimethyl-5-(3-(1-methyl-1H-pyrazol-4-yl)phenyl)-5,8,9,10-tetrahydrobenzo[b][1,8]naphthyridin-6(7H)-one